8-((1-((1S,3S)-3-aminocyclopentyl)-4-fluoro-1H-indazol-6-yl)sulfonyl)-5-chloro-3-hydroxyquinazoline-2,4(1H,3H)-dione N[C@@H]1C[C@H](CC1)N1N=CC2=C(C=C(C=C12)S(=O)(=O)C=1C=CC(=C2C(N(C(NC12)=O)O)=O)Cl)F